ClC1=CN=CC(=N1)NC(=O)[C@@H]1[C@H](C1)C1=NC=CC(=N1)C |r| rac-(1S*,2S*)-N-(6-chloropyrazin-2-yl)-2-(4-methylpyrimidin-2-yl)cyclopropane-1-carboxamide